1,3-dihydroxy-5-n-pentylbenzene OC1=CC(=CC(=C1)CCCCC)O